N-((1R,5S,7R)-2-oxabicyclo[3.2.0]heptan-7-yl)-6-chloro-8-((4-methoxybenzyl)(methyl)amino)imidazo[1,2-b]pyridazine-3-carboxamide [C@H]12OCC[C@@H]2C[C@H]1NC(=O)C1=CN=C2N1N=C(C=C2N(C)CC2=CC=C(C=C2)OC)Cl